7-(2-(isopropylamino)-7H-pyrrolo[2,3-d]pyrimidin-5-yl)-2,2-dimethylchroman-4-one C(C)(C)NC=1N=CC2=C(N1)NC=C2C2=CC=C1C(CC(OC1=C2)(C)C)=O